4-(4-aminophenyl)phenol NC1=CC=C(C=C1)C1=CC=C(C=C1)O